4-(3-chlorophenoxy)-2'-{(2R)-3-[(4-methoxyphenyl)methoxy]-2-methylpropyl}-2',3'-dihydrospiro[cyclohexane-1,1'-indene]-4-carboxylic acid methyl ester COC(=O)C1(CCC2(C(CC3=CC=CC=C23)C[C@H](COCC2=CC=C(C=C2)OC)C)CC1)OC1=CC(=CC=C1)Cl